OC(C)(C)C=1N(C=CN1)C 2-(2-hydroxypropan-2-yl)-1-methyl-1H-imidazole